propyl (1R,4R)-4-(7-(3,4-dimethoxyphenyl)pyrazolo[1,5-a]pyrimidine-2-carboxamido)cyclohexane-1-carboxylate COC=1C=C(C=CC1OC)C1=CC=NC=2N1N=C(C2)C(=O)NC2CCC(CC2)C(=O)OCCC